5-((1-(2-chloro-3-fluorophenyl)propyl)amino)-N-((R,E)-4-(methylsulfonyl)but-3-en-2-yl)pyrazine-2-carboxamide ClC1=C(C=CC=C1F)C(CC)NC=1N=CC(=NC1)C(=O)N[C@H](C)\C=C\S(=O)(=O)C